[Ce].[Mn].CN(CCCNC(CCCCCCCCCCCCCCC)=O)C N-[3-(dimethylamino)propyl]Palmitoamide manganese cerium salt